CC1(CCN(CC1)C=1N=C2C(=NC1)N=C(C=C2)C2=CC=CC1=CC=CC=C21)N 4-methyl-1-(6-(naphthalen-1-yl)pyrido[2,3-b]pyrazin-2-yl)piperidin-4-amine